trinickel-chromium [Cr].[Ni].[Ni].[Ni]